C(#N)C1=CN=C2N1N=C(C=C2NC2=CC=C(C(=N2)N(C)C)C(=O)NCCOC)N[C@H]2[C@@H](CCCC2)O 6-[(3-Cyano-6-{[(1R,2R)-2-hydroxycyclohexyl]amino}imidazo[1,2-b]pyridazin-8-yl)amino]-2-(dimethylamino)-N-(2-methoxyethyl)pyridin-3-carboxamid